FC1=C(C=C(C=C1)F)[C@@H]1N(CCC1)C1=NC=2N(C=C1)N=C(C2[N+](=O)[O-])F (R)-5-(2-(2,5-difluorophenyl)pyrrolidin-1-yl)-2-fluoro-3-nitropyrazolo[1,5-a]pyrimidine